CC1(OC2=CC(=CC=C2C(C1)=O)C1=CNC=2N=CN=CC21)C 2,2-dimethyl-7-(7H-pyrrolo[2,3-d]pyrimidin-5-yl)chroman-4-one